C1(CC1)N(C(=O)N1C[C@H](N(CC1)C(N(C1=CC=CC=C1)C1=CC=CC=C1)=O)C(=O)O)CC1=CSC(=C1)C (S)-4-(cyclopropyl((5-methylthiophen-3-yl)methyl)carbamoyl)-1-(diphenylcarbamoyl)piperazine-2-carboxylic acid